NC1=NN2C(N=CC=C2)=C1C(=O)N[C@H](C)C=1N(C(C=2C(=CC=C3C2C1CO3)C#CC=3C=NN(C3)C)=O)C3=CC=CC=C3 (R)-2-amino-N-(1-(6-((1-methyl-1H-pyrazol-4-yl)ethynyl)-5-oxo-4-phenyl-4,5-dihydro-2H-furo[4,3,2-de]isoquinolin-3-yl)ethyl)pyrazolo[1,5-a]pyrimidine-3-carboxamide